(S)-1-(4-(benzylsulfanyl)phenylamino)-1-oxo-3-phenylprop-2-ylcarbamic acid tert-butyl ester C(C)(C)(C)OC(N[C@H](C(=O)NC1=CC=C(C=C1)SCC1=CC=CC=C1)CC1=CC=CC=C1)=O